FC=1C=CC=C(C1CC1=NOC(=N1)C=1OC(=CC1)CN1CCCC1)F 3,5-Difluoro-4-[[5-[5-(pyrrolidin-1-ylmethyl)-2-furyl]-1,2,4-oxadiazol-3-yl]methyl]benzol